FC(C1=NC(=NO1)C=1C=C2CC[C@H](C2=CC1)NC(=O)C1=CN=NC(=C1)C)F (R)-N-(5-(5-(difluoromethyl)-1,2,4-oxadiazol-3-yl)-2,3-dihydro-1H-inden-1-yl)-6-methylpyridazine-4-carboxamide